2-bromo-N-[5-(3,4-difluorophenoxy)pyridin-2-yl]propanamide BrC(C(=O)NC1=NC=C(C=C1)OC1=CC(=C(C=C1)F)F)C